BrCC(=O)N[C@@H](C)C1=C(C=C(C=C1)C)F (S)-2-bromo-N-(1-(2-fluoro-4-methylphenyl)ethyl)acetamide